2,3-dimethyl-4-(1-methylbenzotriazol-5-yl)oxy-aniline CC1=C(N)C=CC(=C1C)OC1=CC2=C(N(N=N2)C)C=C1